1,1,1-trifluoro-3-(3-nitro-1H-pyrazol-1-yl)propan-2-ol FC(C(CN1N=C(C=C1)[N+](=O)[O-])O)(F)F